6'-(difluoromethoxy)-2',3'-dihydro-4'H-spiro[cyclopropane-1,1-naphthalen]-4'-one FC(OC=1C=C2C(CCC3(C2=CC1)CC3)=O)F